N-methyl-2-({3-[(E)-2-{5-[2-(pyrrolidin-1-yl)ethoxy]pyridin-3-yl}vinyl]-1H-indazol-6-yl}thio)benzamide CNC(C1=C(C=CC=C1)SC1=CC=C2C(=NNC2=C1)\C=C\C=1C=NC=C(C1)OCCN1CCCC1)=O